tert-Butyl-N-[2-(3-chlorophenyl)-2-oxoethyl]-N-[1-(cyanomethyl)cyclopropyl]carbamate C(C)(C)(C)OC(N(C1(CC1)CC#N)CC(=O)C1=CC(=CC=C1)Cl)=O